8-hydroxynerol C/C(=C/CO)/CC/C=C(\C)/CO